5-methyl-1-(4-(4-(5-(piperazine-1-carbonyl)pyridin-2-yl)benzyl)phenyl)-1H-pyrazole-3-carboxamide CC1=CC(=NN1C1=CC=C(C=C1)CC1=CC=C(C=C1)C1=NC=C(C=C1)C(=O)N1CCNCC1)C(=O)N